1-(5-(chloromethyl)-4-methoxy-6-methylpyrimidin-2-yl)ethanone ClCC=1C(=NC(=NC1C)C(C)=O)OC